ClC1=C(CN2CC3(CN(C3)C(=O)OC(C)(C)C)C2)C=CC(=C1)F tert-Butyl 6-(2-chloro-4-fluorobenzyl)-2,6-diazaspiro[3.3]heptane-2-carboxylate